(S)-2-amino-3-(4-dihydroxyboryl-2-chloro-5-fluorophenyl)-2-methylpropanoic acid N[C@](C(=O)O)(CC1=C(C=C(C(=C1)F)B(O)O)Cl)C